C=1NC=C2C1OC1=C(O2)C=C2C3(C=CC2=C1)CCC(CC3)C(=O)[O-] spiro[cyclohexane-1,6'-indeno[5',6':5,6][1,4]dioxino[2,3-c]pyrrole]-4-carboxylate